FC1=C(C=NN1C)C1(CC(C1)C(=O)OC)O methyl 3-(5-fluoro-1-methyl-1H-pyrazol-4-yl)-3-hydroxycyclobutane-1-carboxylate